(2-(2,6-dioxopiperidin-3-yl)-6-fluoro-1,3-dioxoisoindolin-5-yl)piperazin O=C1NC(CCC1N1C(C2=CC(=C(C=C2C1=O)N1CCNCC1)F)=O)=O